tert-butyl 6-((6-((2-hydroxyethyl) amino) pyrimidin-4-yl) amino)-1H-pyrazolo[4,3-c]pyridine-1-carboxylate OCCNC1=CC(=NC=N1)NC1=CC2=C(C=N1)C=NN2C(=O)OC(C)(C)C